O=C(CCC(=O)OCCCCCC=CCC)C non-6-en-1-yl 4-oxopentanoate